2,3-difluoro-N-[3-methoxy-4-(1,2,3,6-tetrahydro-pyridin-4-yl)-phenyl]-4-(1,2,3,6-tetrahydro-pyridin-4-yl)-benzamide FC1=C(C(=O)NC2=CC(=C(C=C2)C=2CCNCC2)OC)C=CC(=C1F)C=1CCNCC1